5-(6-(N-ethylbenzamido)-9H-purin-9-yl)-4-methoxytetrahydrofuran-3-yl (2-cyanoethyl) diisopropylphosphoramidite C(C)(C)N(P(OC1COC(C1OC)N1C2=NC=NC(=C2N=C1)N(C(C1=CC=CC=C1)=O)CC)OCCC#N)C(C)C